4-(2-chlorophenyl)-1-(((1S,3S)-3-hydroxycyclobutyl)amino)-6-(trifluoromethyl)-3H-Pyrido[1,2-c]pyrimidin-3-one ClC1=C(C=CC=C1)C1=C2N(C(=NC1=O)NC1CC(C1)O)C=CC(=C2)C(F)(F)F